COC1=CC(=C(C=C1)C(C)=O)OC1=CC(=C(C(=C1)OC)OC)OC 1-(4-methoxy-2-(3,4,5-trimethoxyphenoxy)phenyl)ethan-1-one